FC1=CC=CC=2C(=N[C@@H](C(NC21)=O)NC(=O)C=2C(=NN1C2OCC(C1)CN(C1COC1)C)C1=C(C=CC=C1)F)C1=CC=CC=C1 N-[(3S)-9-fluoro-2-oxo-5-phenyl-1,3-dihydro-1,4-benzodiazepin-3-yl]-2-(2-fluorophenyl)-6-[[methyl(oxetan-3-yl)amino]methyl]-6,7-dihydro-5H-pyrazolo[5,1-b][1,3]oxazine-3-carboxamide